2-((S)-5-chloro-2-(((2R,7aS)-2-fluorotetrahydro-1H-pyrrolizin-7a(5H)-yl)methoxy)-10-methyl-9,10-dihydro-8H-7-oxa-1,3,6,10-tetraazacyclohepta[de]naphthalen-9-yl)ethyl methanesulfonate CS(=O)(=O)OCC[C@@H]1N(C=2C=3C(=NC(=CC3N=C(N2)OC[C@]23CCCN3C[C@@H](C2)F)Cl)OC1)C